CC1=NC(=CC(=C1)C=1NC2=CC=C(C=C2C1C(C)C)C1CCN(CC1)C(=O)C=1C(N(C(=CC1)C)C)=O)C 3-(4-(2-(2,6-dimethylpyridin-4-yl)-3-isopropyl-1H-indol-5-yl)piperidine-1-carbonyl)-1,6-dimethylpyridin-2(1H)-one